antimony lead tin [Sn].[Pb].[Sb]